methyl-3-(2-chloro-4-pyrimidinyl)-5-methoxyindole CC=1NC2=CC=C(C=C2C1C1=NC(=NC=C1)Cl)OC